C(C)(C)(C)OC(=O)N1C[C@H]([C@@H](C1)C)C(=O)O (3S,4S)-1-(tert-butoxycarbonyl)-4-methylpyrrolidine-3-carboxylic acid